[Cl-].C(CCCCCCCCCCC)[N+](CC1=CC=CC=C1)(C)C lauryldimethylbenzyl-ammonium chloride